dichloro(acetonitrile) palladium (II) [Pd+2].ClC(C#N)Cl